2,2-bis(3-carboxyphenyl)hexafluoropropane C(=O)(O)C=1C=C(C=CC1)C(C(F)(F)F)(C(F)(F)F)C1=CC(=CC=C1)C(=O)O